C(O)(O)=O.C(O)C(CC)(CO)CO.C(O)C(CC)(CO)CO bis-trimethylolpropane carbonate